(hydroxylmethyl)phosphonium chloride [Cl-].OC[PH3+]